2-(cyclopropylamino)-8-(6-(difluoromethoxy)pyridin-3-yl)pteridin-7(8H)-one C1(CC1)NC1=NC=2N(C(C=NC2C=N1)=O)C=1C=NC(=CC1)OC(F)F